COC1=C(C=CC(=C1)C)C1=CC(=C(N=N1)S[C@H]1CN(CCC1)C(=O)OC(C)(C)C)C tert-butyl (R)-3-((6-(2-methoxy-4-methylphenyl)-4-methylpyridazin-3-yl)thio)piperidine-1-carboxylate